ClC=1C=CC(=C(C1)C#CC1=CN=C(C2=CC=CC=C12)C(=O)O)NS(=O)(=O)C1=C(C(=C(C=C1)OC)C)C 4-[5-Chloro-2-(4-methoxy-2,3-dimethyl-benzenesulfonylamino)-phenylethynyl]-isoquinoline-1-carboxylic acid